ClC=1C=C(C=CC1)C#CC(C(C)(C)C)(O)C1=CC=CC=C1 1-(3-chlorophenyl)-4,4-dimethyl-3-phenylpent-1-yn-3-ol